C(C)OC(=O)C1=CC=CC2=CC=CC=C12 Ethylnaphthat